C1(=CC=CC=C1)C1=NC=2N(C(=C1)C1=CC=CC=C1)N=C(C2CC2NCCC2)C(=O)N 5,7-diphenyl-(pyrrolidin-2-ylmethyl)pyrazolo[1,5-a]pyrimidine-2-carboxamide